N-[2-(3-methoxyphenyl)ethyl]cyclopentylamine COC=1C=C(C=CC1)CCNC1CCCC1